C(#N)[C@H](CC1=C(C=C(C=C1)C=1C=CC2=C(N(C(O2)=O)C)C1)F)NC(=O)[C@@H]1C[C@H]2[C@@H](N1C(=O)OC(C)(C)C)CCC2 tert-butyl (2S,3aS,6aS)-2-{[(1S)-1-cyano-2-[2-fluoro-4-(3-methyl-2-oxo-1,3-benzoxazol-5-yl)phenyl]ethyl]carbamoyl}-hexahydro-2H-cyclopenta[b]pyrrole-1-carboxylate